ClC=1C(=C(C#N)C=C(C1)N1C2=C(OCC1)C=C(C=C2)OCC2=NC(=NC=C2)SC)OCCCl 3-chloro-2-(2-chloroethoxy)-5-(7-((2-(methylthio)pyrimidin-4-yl)methoxy)-2H-benzo[b][1,4]oxazin-4(3H)-yl)benzonitrile